3,5,5-trimethyl-epsilon-caprolactone CC1CC(=O)OCC(C1)(C)C